C(C1=CC=CC=C1)OC1=C(C=C2C(CCOC2=C1)=O)C 7-(benzyloxy)-6-methyl-chroman-4-one